C1(CC1)C1=CC(=CC(=N1)N1C(C2=C3C(C(=CC=C13)F)=CC(=C2)CNCCOC)=O)C2(CC(C2)(F)F)C2=NN=CN2C 1-(6-cyclopropyl-4-(3,3-difluoro-1-(4-methyl-4H-1,2,4-triazol-3-yl)cyclobutyl)pyridin-2-yl)-6-fluoro-4-(((2-methoxyethyl)amino)methyl)benzo[cd]indol-2(1H)-one